N1N=CC=C1C(C)N1C(C2=C(C=3C=CC(=CC13)Cl)N(C(=N2)C2CC2)C)=O 5-(1-(1H-pyrazol-5-yl)ethyl)-7-chloro-2-cyclopropyl-1-methyl-1,5-dihydro-4H-imidazo[4,5-c]quinolin-4-one